NC1=CC(C(NC1=NC=1C(=NN2C1C=CC(=C2C)C)NCCN2CCCC2)=NC=2C(=NN1C2C=CC(=C1C)C)NCCN1CCCC1)=N N3,N3'-(5-Amino-3-iminopyridin-2,6(1H,3H)-diyliden)bis{6,7-dimethyl-N2-[2-(pyrrolidin-1-yl)ethyl]pyrazolo[1,5-a]pyridin-2,3-diamin}